2-((3,5-dicyano-4-ethyl-6-(2,6-diazaspiro[3.4]oct-6-yl)pyridin-2-yl)sulfanyl)-2-phenylacetamide C(#N)C=1C(=NC(=C(C1CC)C#N)N1CC2(CNC2)CC1)SC(C(=O)N)C1=CC=CC=C1